FC1=C(C=CC(=C1)F)CNC(=O)C1=CN2N3[C@@H](CC[C@@H](N(C(C2=C(C1=O)O)=O)C3)CF)C (1S,10R,13R)-N-[(2,4-difluorophenyl)methyl]-10-(fluoromethyl)6-hydroxy-13-methyl-5,8-dioxo-1,2,9-triazatricyclo[7.4.1.02,7]tetradeca-3,6-diene-4-carboxamide